3-(2-fluoro-4-(2,2,2-trifluoroethoxy)phenoxy)-N-(3-(S-methylsulfonimidoyl)phenyl)-6-(trifluoromethyl)pyridazine-4-carboxamide FC1=C(OC=2N=NC(=CC2C(=O)NC2=CC(=CC=C2)S(=O)(=N)C)C(F)(F)F)C=CC(=C1)OCC(F)(F)F